N-[(1R)-1-[3-(8-{[(3S,4R)-3-fluoro-1-methylpiperidin-4-yl]amino}-3-[(trifluoromethyl)sulfanyl]indolizin-2-yl)-1,2,4-oxadiazol-5-yl]-2-hydroxyethyl]cyclopropanecarboxamide F[C@H]1CN(CC[C@H]1NC1=CC=CN2C(=C(C=C12)C1=NOC(=N1)[C@@H](CO)NC(=O)C1CC1)SC(F)(F)F)C